ClC1=C(C=C(C=C1)Cl)C1=CN=C(O1)CSC1=NC(=NC(=N1)C(F)F)N 4-([5-(2,5-Dichlorophenyl)-1,3-oxazol-2-yl]methylsulfanyl)-6-(difluoromethyl)-1,3,5-triazin-2-amin